BrC=1C(=C2C=C([C@H](OC2=CC1C([2H])([2H])[2H])C(F)(F)F)C(=O)O)C([2H])([2H])[2H] (S)-6-bromo-5,7-di-trideuteromethyl-2-(trifluoromethyl)-2H-chromene-3-carboxylic acid